C(C1CO1)OCC1CCC(CC1)COCC1CO1 1,4-Bis((2,3-epoxypropoxy)methyl)cyclohexane